CN1C=2CCCNC([C@H]3NC[C@@H](OC4=CC=CC(C5=CC=CC(=N1)C52)=C4)C3)=O (8S,11S)-18-methyl-7-oxa-10,13,18,19-tetrazapentacyclo[15.6.1.12,6.18,11.020,24]hexacosa-1(23),2(26),3,5,17(24),19,21-heptaen-12-one